O1C(CCC1)CON1C(C2=CC=CC=C2C1=O)=O 2-((tetrahydrofuran-2-yl)methoxy)isoindole-1,3-dione